(S)-methyl 1-(3,5-dimethylisoxazol-4-yl)-11,11-dimethyl-1,6,9-trioxo-10-oxa-2,5,8-triazadodecane-3-carboxylate CC1=NOC(=C1C(N[C@@H](CNC(CNC(OC(C)(C)C)=O)=O)C(=O)OC)=O)C